methyl (S,E)-(1-((1-((6-(2-cyclopropylethyl)-9H-purin-8-yl)methyl)-2-oxo-1,2-dihydropyridin-3-yl)amino)-7-(dimethylamino)-1,7-dioxohept-5-en-2-yl)carbamate C1(CC1)CCC1=C2N=C(NC2=NC=N1)CN1C(C(=CC=C1)NC([C@H](CC\C=C\C(=O)N(C)C)NC(OC)=O)=O)=O